NC=1C=C(C=CC1C)C(C(F)(F)F)(C(F)(F)F)C1=CC(=C(C=C1)C)N 2,2-bis(3-amino-4-methylphenyl)hexa-fluoropropane